4-Hydroxy-3-(trifluoromethyl)benzene-1-carbaldehyde OC1=C(C=C(C=C1)C=O)C(F)(F)F